2-[methyl(2-{4-[(3S)-oxolan-3-yloxy]pyridin-2-yl}-5H,6H,7H-cyclopenta[d]pyrimidin-4-yl)amino]-1-(piperidin-1-yl)ethan-1-one CN(CC(=O)N1CCCCC1)C=1C2=C(N=C(N1)C1=NC=CC(=C1)O[C@@H]1COCC1)CCC2